F[C@H]1[C@@H](C[C@]2(CCC[C@@H]1N2)C)OC=2N=NC(=CN2)C2=C(C=C(C=C2)N2C=NC=C2)O 2-(3-(((1R,3R,4R,5S)-4-fluoro-1-methyl-9-azabicyclo[3.3.1]nonan-3-yl)oxy)-1,2,4-triazin-6-yl)-5-(1H-imidazol-1-yl)phenol